C1(=CC=C(C=C1)C1=NC(=NC(=N1)C1=CC=CC=C1)N1C2=C(C=CC=C2C=2C=CC=C(C12)C#N)N1C=2C=CC=C3C2C2=C(C=CC=C12)C1=CC=CC=C13)C1=CC=CC=C1 9-(4-([1,1'-biphenyl]-4-yl)-6-phenyl-1,3,5-triazin-2-yl)-8-(4H-naphtho[1,2,3,4-def]carbazol-4-yl)-9H-carbazol-1-carbonitril